[Si](C)(C)(C(C)(C)C)O[C@H](C(=O)N=[S@@](=O)(C)C=1C=C(C=CC1)NC(C1=C(N=CC(=C1C)C=1C=NN(C1)C)N1CCC(CCC1)(F)F)=O)C N-(3-((R)-N-((S)-2-((tert-butyldimethylsilyl)oxy)propanoyl)-S-methylsulfonimidoyl)phenyl)-2-(4,4-difluoroazepan-1-yl)-4-methyl-5-(1-methyl-1H-pyrazol-4-yl)nicotinamide